O=C1NC(CCC1NC1=CC(=C(C=C1)C1C(CN(CC1)[C@@H]1CC[C@H](CC1)NC(OC(C)(C)C)=O)(F)F)F)=O trans-tert-butyl (4-(4-(4-((2,6-dioxopiperidin-3-yl)amino)-2-fluorophenyl)-3,3-difluoropiperidin-1-yl)cyclohexyl)carbamate